ClC1=NC=C(C(=N1)NCC)C(F)(F)F 2-chloro-N-ethyl-5-(trifluoromethyl)pyrimidin-4-amine